9-(1-(1-Cyanopropan-2-yl)-1H-pyrazol-4-yl)-2-(2,6-dichlorophenyl)imidazo[2,1-f][1,6]naphthyridine-3-carboxamide C(#N)CC(C)N1N=CC(=C1)C=1C=NC=2C=CN3C(C2C1)=NC(=C3C(=O)N)C3=C(C=CC=C3Cl)Cl